C(C)OC(C(CC1=CC=C(C=C1)OCCOCCOCCOCC)O)=O 3-(4-{2-[2-(2-ethoxyethoxy)ethoxy]ethoxy}phenyl)-2-hydroxypropionic acid ethyl ester